1,4-dimercapto-2-butyne disodium salt [Na].[Na].SCC#CCS